undecan-3-yl 8-bromooctanoate BrCCCCCCCC(=O)OC(CC)CCCCCCCC